OC1=CC2=C(CCN(CC2)C(=O)OC(C)(C)C)C=C1 tert-butyl 7-hydroxy-1,2,4,5-tetrahydro-3H-benzo[d]azepine-3-carboxylate